Cl.ClC=1C=C(C=CC1)NCCC1(CCCOC2(CCCC2)C1)C1=NC=CC=C1 N-(3-chlorophenyl)-2-(10-(pyridin-2-yl)-6-oxaspiro[4.6]undecan-10-yl)ethylamine hydrochloride